FC1=C(C(=CC(=C1)F)F)F 1,2,3,5-tetrafluorobenzene